OC1=CC=C(C(=O)N2CCC=3C(=CC=CC23)S(=O)(=O)NN)C=C1 (4-hydroxybenzoyl)indoline-4-sulfonohydrazide